C(C#CC)C1=CC=C(C=C1)CN (4-(but-2-yn-1-yl)phenyl)methanamine